4-(4,6-dimethoxy-1,3,5-triazin-2-yl)-4-methylmorpholinium chloride salt [Cl-].COC1=NC(=NC(=N1)OC)[N+]1(CCOCC1)C